C1(=CC(=CC=C1)C(C=O)C)C(C=O)C 2,2'-(1,3-phenylene)dipropanal